C[C@@H]1CN(C[C@@H](O1)C)C1=CC=CC(=N1)C=1N=C(SC1)NC(CC=1N(C=CC1C(=O)N)C1(COCC1)C)=O [2-[[4-[6-[cis-2,6-dimethylmorpholin-4-yl]-2-pyridinyl]thiazol-2-yl]amino]-2-oxo-ethyl]-1-(3-methyltetrahydrofuran-3-yl)pyrrole-3-carboxamide